NC(C[C@H](C(=O)N[C@H](CCC(=O)OC1=CC=CC=C1)C)NC(CCCCCCCCCCCCC)=O)=O phenyl (S)-4-((R)-4-amino-4-oxo-2-tetradecanamidobutanamido)pentanoate